5-((1S,5R)-1-(5-(3-fluoro-1-methylpiperidin-4-yl)-1,3,4-oxadiazol-2-yl)-5-(trifluoromethyl)-3-azabicyclo[3.1.0]hexan-3-yl)quinoline-8-carbonitrile FC1CN(CCC1C1=NN=C(O1)[C@@]12CN(C[C@]2(C1)C(F)(F)F)C1=C2C=CC=NC2=C(C=C1)C#N)C